tert-butyl 2-ethyl-1H-imidazole-1-carboxylate C(C)C=1N(C=CN1)C(=O)OC(C)(C)C